C(C)(C)(C)NS(=O)(=O)C1=CC(=CC=C1)NC1=NC(=NC=C1C)NC1=CC=C(C=C1)OCCN1CCN(CC1)CC1=C(C=CC=C1)NC1C(NC(CC1)=O)=O N-(tert-butyl)-3-((2-((4-(2-(4-(2-((2,6-dioxopiperidin-3-yl)amino)benzyl)piperazin-1-yl)ethoxy)phenyl)amino)-5-methylpyrimidin-4-yl)amino)benzenesulfonamide